tert-butyl 3-(6-amino-5-nitropyridin-2-yl)-8-azabicyclo[3.2.1]octane-2-ene-8-carboxylate NC1=C(C=CC(=N1)C1=CC2CCC(C1)N2C(=O)OC(C)(C)C)[N+](=O)[O-]